ClC=1C(=CC(=C(C1)C1=C(C=C(C=C1)F)C#C)F)C(=O)NC1=CC2=C(OCC(N2)=O)C(=C1)Cl 5-Chloro-N-(8-chloro-3-oxo-3,4-dihydro-2H-benzo[b][1,4]oxazin-6-yl)-2'-ethynyl-2,4'-Difluoro-[1,1'-biphenyl]-4-formamide